3-methyl-5-(N-(4-(trifluoromethylthio)benzyl)-N-phenethylsulfamoyl)benzofuran-2-carboxylic acid ethyl ester C(C)OC(=O)C=1OC2=C(C1C)C=C(C=C2)S(N(CCC2=CC=CC=C2)CC2=CC=C(C=C2)SC(F)(F)F)(=O)=O